tert-butyl (S)-2-amino-3-(3,4-dihydroxyphenyl)-2-methylpropionate N[C@](C(=O)OC(C)(C)C)(CC1=CC(=C(C=C1)O)O)C